7-((2S,5R)-2,5-dimethyl-4-(1-(quinoxalin-6-yl)ethyl)piperazin-1-yl)-4-(4-methoxybenzyl)-2-(tetrahydro-2H-pyran-2-yl)-2,4-dihydro-5H-pyrazolo[4,3-b]pyridin-5-one C[C@@H]1N(C[C@H](N(C1)C(C)C=1C=C2N=CC=NC2=CC1)C)C=1C=2C(N(C(C1)=O)CC1=CC=C(C=C1)OC)=CN(N2)C2OCCCC2